S-(5,5,5-trifluoropentyl) ethanethioate C(C)(SCCCCC(F)(F)F)=O